C(CC=C)CC1=CC=C(C=C1)OC 1-(but-3-enylmethyl)-4-methoxy-benzene